2-(4,4-Dimethyl-1,4-azasilinan-1-yl)-4-((2-hydroxyethyl)sulfonamido)-N-(4-methyl-6-morpholinopyridin-2-yl)benzamide C[Si]1(CCN(CC1)C1=C(C(=O)NC2=NC(=CC(=C2)C)N2CCOCC2)C=CC(=C1)NS(=O)(=O)CCO)C